5-chloro-N-(2,6-dichlorophenyl)-2-((3-methoxy-4-(4-(4-methylpiperazin-1-yl)piperidin-1-yl)phenyl)amino)pyrimidine-4-carboxamide tert-butyl-5-amino-4-bromo-pyrazole-1-carboxylate C(C)(C)(C)OC(=O)N1N=CC(=C1N)Br.ClC=1C(=NC(=NC1)NC1=CC(=C(C=C1)N1CCC(CC1)N1CCN(CC1)C)OC)C(=O)NC1=C(C=CC=C1Cl)Cl